Cl.COC1=C(C(=CC=C1)C1=CC(=CC=C1)OC)N 3,3'-dimethoxy-biphenyl-amine hydrochloride